BrC1=C(C2=C(C(=NO2)C)C=C1)F 6-bromo-7-fluoro-3-methyl-1,2-benzoxazole